benzenepropanoic acid, ethyl ester C1(=CC=CC=C1)CCC(=O)OCC